5-(3a,4,5,6,7,7a-hexahydro-4,7-methanobenzo[d]isoxazol-3-yl)-2-methoxybenzoic acid O1N=C(C2C1C1CCC2C1)C=1C=CC(=C(C(=O)O)C1)OC